(2'-chloro-3'-(6-methoxy-5-((((5-oxopyrrolidin-2-yl)methyl)amino)methyl)pyrazin-2-yl)-2-methyl-[1,1'-biphenyl]-3-yl)-1,3-dimethyl-2,4-dioxo-1,2,3,4-tetrahydropyrimidine-5-carboxamide ClC1=C(C=CC=C1C1=NC(=C(N=C1)CNCC1NC(CC1)=O)OC)C1=C(C(=CC=C1)C1=C(C(N(C(N1C)=O)C)=O)C(=O)N)C